(E)-3-(2,4-dimethoxy-6-((E)-4-(5-piperidinopentoxy)styryl)phenyl)-1-(2-hydroxy-4-methoxyphenyl)prop-2-en-1-one COC1=C(C(=CC(=C1)OC)\C=C\C1=CC=C(C=C1)OCCCCCN1CCCCC1)/C=C/C(=O)C1=C(C=C(C=C1)OC)O